C(C)N1C2=CC(=CC=C2C=2C=C(C=CC12)CN(C(CCCC)=O)C)C=1N=CSC1 N-((9-ethyl-7-(thiazol-4-yl)-9H-carbazol-3-yl)methyl)-N-methylpentanamide